N-((5-(tert-butyl)-2-methoxyphenyl)sulfonyl)-5-(5-((4-methoxybenzyl)amino)-1,2,4-thiadiazol-3-yl)-2-naphthamide C(C)(C)(C)C=1C=CC(=C(C1)S(=O)(=O)NC(=O)C1=CC2=CC=CC(=C2C=C1)C1=NSC(=N1)NCC1=CC=C(C=C1)OC)OC